OC1=CC(N=C1)=O (R)-4-Hydroxy-2-pyrrolone